BrC=1C(=NC(=NC1)Cl)NC=1C(=C2N=CC=NC2=CC1)N(S(=O)(=O)C)C N-(6-((5-bromo-2-chloropyrimidin-4-yl)amino)quinoxalin-5-yl)-N-methylmethanesulfonamide